NCC1(CCCC1)NC(OC(C)(C)C)=O tert-butyl (1-(aminomethyl)cyclopentyl)carbamate